[Na+].C(C)(P([O-])(=O)C)=NNC(=O)N acetylmethylphosphinic acid semicarbazone sodium salt